FC(C(=O)O)(F)F.NCC(CC=1N(C(NN1)=O)CC=1SC=C(C1)C=1C=NN(C1)CC)=C(F)F [2-(aminomethyl)-3,3-difluoro-allyl]-4-[[4-(1-ethylpyrazol-4-yl)-2-thienyl]methyl]-1,2,4-triazol-3-one trifluoroacetate salt